(2S,4R)-N-((R)-1-(4-carbamimidoylthiophen-2-yl)ethyl)-4-fluoro-4-(methoxymethyl)-1-((9-methyl-9H-fluorene-2-carbonyl)glycyl)pyrrolidine-2-carboxamide C(N)(=N)C=1C=C(SC1)[C@@H](C)NC(=O)[C@H]1N(C[C@](C1)(COC)F)C(CNC(=O)C1=CC=2C(C3=CC=CC=C3C2C=C1)C)=O